[Cl-].C(CCCC)[N+](CCCCC)(CCCCC)CCCCC tetra-normal pentylammonium chloride